BrC1=CC=C(C(=N1)C(=O)N)O[C@H](C)C=1C=C(C=C2C(C(=C(OC12)C1=CC2=CN(N=C2C=C1)C)C)=O)C 6-Bromo-3-[(1R)-1-[3,6-dimethyl-2-(2-methylindazol-5-yl)-4-oxo-chromen-8-yl]ethoxy]pyridine-2-carboxamide